C(CCCCCCCCCCCCCCC)(=O)N[C@@H](CCS)C(=O)O N-palmitoyl-homocysteine